2-heptylnonyl ((S)-(((2R,3S,5R)-5-(6-amino-2-fluoro-9H-purin-9-yl)-2-ethynyl-3-hydroxytetrahydrofuran-2-yl)methoxy)(phenoxy)phosphoryl)-L-phenylalaninate NC1=C2N=CN(C2=NC(=N1)F)[C@H]1C[C@@H]([C@@](O1)(C#C)CO[P@](=O)(OC1=CC=CC=C1)N[C@@H](CC1=CC=CC=C1)C(=O)OCC(CCCCCCC)CCCCCCC)O